N1C=CC2=CC=C(C=C12)NC(=O)NC=1C=CC2=C(OCC(N2CC2=NOC=C2)=O)C1 1-(1H-indol-6-yl)-3-(4-(isoxazol-3-ylmethyl)-3-oxo-3,4-dihydro-2H-benzo[b][1,4]oxazin-7-yl)urea